hexa(4-carboxyphenoxy)cyclotriphosphazene (2S,3S)-ethyl-3-((5-fluoro-2-(2-fluoro-5H-pyrrolo[2,3-b]pyrazin-7-yl)-6-(thiophen-2-yl)pyrimidin-4-yl)amino)bicyclo[2.2.2]octane-2-carboxylate C(C)OC(=O)[C@H]1C2CCC([C@@H]1NC1=NC(=NC(=C1F)C=1SC=CC1)C1=CNC3=NC=C(N=C31)F)CC2.C(=O)(O)C2=CC=C(OP3(=NP(=NP(=N3)(OC3=CC=C(C=C3)C(=O)O)OC3=CC=C(C=C3)C(=O)O)(OC3=CC=C(C=C3)C(=O)O)OC3=CC=C(C=C3)C(=O)O)OC3=CC=C(C=C3)C(=O)O)C=C2